Ethyl 2-[3-Benzyloxy-1-(3-bromophenyl)cyclobutyl]acetate C(C1=CC=CC=C1)OC1CC(C1)(C1=CC(=CC=C1)Br)CC(=O)OCC